2-(4-(2-(3,4-dimethoxyphenyl)-3-isopropyl-1H-indol-5-yl)piperidin-1-yl)-1-(4-methylpiperazin-1-yl)ethan-1-one tert-butyl-4-(3-oxobutanethioyl)piperazine-1-carboxylate C(C)(C)(C)OC(=O)N1CCN(CC1)C(CC(C)=O)=S.COC=1C=C(C=CC1OC)C=1NC2=CC=C(C=C2C1C(C)C)C1CCN(CC1)CC(=O)N1CCN(CC1)C